FC1=C(C=C(C=C1)F)S(=O)(=O)NC=1C=C2C(=NC1)N(N=C2)C 2,5-Difluoro-N-(1-methyl-1H-pyrazolo[3,4-b]pyridin-5-yl)benzenesulfonamide